N,N,N',N'-tetraallyl-phthalamide methyl-(1R,3S)-1-(2-fluoro-5-(4,4,5,5-tetramethyl-1,3,2-dioxaborolan-2-yl)benzyl)-3-(methylsulfonamido)cyclopentane-1-carboxylate COC(=O)[C@@]1(C[C@H](CC1)NS(=O)(=O)C)CC1=C(C=CC(=C1)B1OC(C(O1)(C)C)(C)C)F.C(C=C)N(C(C=1C(C(=O)N(CC=C)CC=C)=CC=CC1)=O)CC=C